BrC1=CC=2C(C3=C(NC2N=C1)C(=CC(=C3)F)NC)=O 3-bromo-7-fluoro-9-(methylamino)benzo[b][1,8]naphthyridin-5(10H)-one